N1(CCCCC1)CCNC(C1=CC=C(C=C1)C#CC1=C(C=CC(=C1)NC(=O)NCCC=1C=NC=CC1)C1=CC=NC=C1)=O N-(2-(piperidin-1-yl)ethyl)-4-((5-(3-(2-(pyridin-3-yl)ethyl)ureido)-2-(pyridin-4-yl)phenyl)ethynyl)benzamide